C12C(NN=CC2O1)=O 7-OXA-3,4-DIAZABICYCLO[4.1.0]HEPT-4-EN-2-ON